trans-4,4'-dimethyl-stilbene CC1=CC=C(C=C1)\C=C\C1=CC=C(C=C1)C